C1(CC1)C(C)C1=CNC=2N=CN=C(C21)N[C@H]2CN(CCC2)C(=O)OC(C)(C)C tert-butyl (3R)-3-((5-(1-cyclopropylethyl)-7H-pyrrolo[2,3-d]pyrimidin-4-yl)amino)piperidine-1-carboxylate